O=C1COC2(CN1)CCNCC2 3-oxo-1-oxa-4,9-diazaspiro[5.5]undecane